1-[4-(1,1-difluoroethyl)phenyl]sulfonyl-4-fluoro-3-(3,3,4,4-tetrafluoropyrrolidin-1-yl)indazole FC(C)(F)C1=CC=C(C=C1)S(=O)(=O)N1N=C(C2=C(C=CC=C12)F)N1CC(C(C1)(F)F)(F)F